CN(CCN(C)C1=C(C=C(C(=C1)OC)NC1=NC=CC(=N1)N1N=C(C2=CC=CC=C12)F)C(C(=O)N)=C)C 2-((2-(dimethylamino)ethyl(methyl)amino)-5-((4-(3-fluoro-1H-indazol-1-yl)pyrimidin-2-yl)amino)-4-methoxyphenyl)acrylamide